tert-butyl 4-cyano-3-methyl-piperidine-1-carboxylate C(#N)C1C(CN(CC1)C(=O)OC(C)(C)C)C